2-[(4-{5-[(2,4-dichlorophenoxy)methyl]thiophene-2-carbonyl}piperazin-1-yl)methyl]-1-[(1-ethyl-1H-imidazol-5-yl)methyl]-1H-1,3-benzodiazole-6-carboxylic acid ClC1=C(OCC2=CC=C(S2)C(=O)N2CCN(CC2)CC2=NC3=C(N2CC2=CN=CN2CC)C=C(C=C3)C(=O)O)C=CC(=C1)Cl